5-(2,5-dimethyl-1H-pyrrol-1-yl)-3-(1,1,1-trifluoro-2-methylpropan-2-yl)-1H-pyrazole CC=1N(C(=CC1)C)C1=CC(=NN1)C(C(F)(F)F)(C)C